2-(2,6-dioxopiperidin-3-yl)-1-oxo-N-((R)-2,2,2-trifluoro-1-(3-isopropoxyphenyl)ethyl)isoindoline-5-carboxamide O=C1NC(CCC1N1C(C2=CC=C(C=C2C1)C(=O)N[C@@H](C(F)(F)F)C1=CC(=CC=C1)OC(C)C)=O)=O